[1-(5-{[2-methyl-6-(trifluoromethyl)phenyl]methoxy}pyrimidin-2-yl)-1,2,4-triazol-3-yl]methanol CC1=C(C(=CC=C1)C(F)(F)F)COC=1C=NC(=NC1)N1N=C(N=C1)CO